sodium (2R,3R,4R,5S)-6-(5-((1R,4S)-4-(3,4-dimethoxyphenyl) hexahydrofuro[3,4-c]furan-1-yl)-2-methoxyphenoxy)-3,4,5-trihydroxytetrahydro-2H-pyran-2-carboxylate COC=1C=C(C=CC1OC)[C@@H]1C2C(CO1)[C@@H](OC2)C=2C=CC(=C(OC1[C@H]([C@@H]([C@H]([C@@H](O1)C(=O)[O-])O)O)O)C2)OC.[Na+]